S1C(C=CC1=O)=O thiophene-2,5-dione